COC1=CC=CC(=N1)CN1N=CC2=C(N(C=3C=C(C=CC23)OC2=NC(=CC=C2)C)C)C1=O 3-((6-methoxypyridin-2-yl)methyl)-5-methyl-7-((6-methylpyridin-2-yl)oxy)-3,5-dihydro-4H-pyridazino[4,5-b]indol-4-one